O1CCN(CC1)C1=CC=C(CN2C(C(=CC2=O)C2=CC=CC=C2)=O)C=C1 1-(4-Morpholinobenzyl)-3-phenyl-1H-pyrrole-2,5-dione